ethyl 2-(4-methoxy-2-((2-methyl-5-(4,4,5,5-tetramethyl-1,3,2-dioxaborolan-2-yl)benzofuran-3-yl)methoxy)phenyl)acetate COC1=CC(=C(C=C1)CC(=O)OCC)OCC1=C(OC2=C1C=C(C=C2)B2OC(C(O2)(C)C)(C)C)C